COC=1C=CC(=NC1)C(=O)NC=1C=CC2=C(N=C(O2)C2=CC(=CC=C2)C)C1 5-Methoxy-N-[2-(3-methylphenyl)-1,3-benzoxazol-5-yl]pyridine-2-carboxamide